1-((R)-3'-(2-((1S,4S)-7-azabicyclo[2.2.1]heptan-7-yl)-2-oxoethyl)-2',4'-dioxo-2,3-dihydrospiro[indene-1,5'-oxazolidine]-5-yl)-3-methylurea C12CCC(CC1)N2C(CN2C(O[C@]1(C2=O)CCC2=CC(=CC=C21)NC(=O)NC)=O)=O